FC1(C2(CN(C2)C(=O)OCC2=CC=CC=C2)CCN=C1C)F Benzyl 5,5-difluoro-6-methyl-2,7-diazaspiro[3.5]non-6-ene-2-carboxylate